C(C)OC(=O)C1(CC1)C(C)=O 1-acetylcyclopropane-1-carboxylic acid ethyl ester